N-(4-((3-chloro-4-fluorophenyl)amino)-7-(3-(4-(3-((2-(2,6-dioxopiperidin-3-yl)-1,3-dioxoisoindolin-4-yl)thio)propanoyl)piperazin-1-yl)propoxy)quinazolin-6-yl)acrylamide ClC=1C=C(C=CC1F)NC1=NC=NC2=CC(=C(C=C12)NC(C=C)=O)OCCCN1CCN(CC1)C(CCSC1=C2C(N(C(C2=CC=C1)=O)C1C(NC(CC1)=O)=O)=O)=O